COC(CCCCCCCC=C)=O 9-decenoic acid methylester